6-chloro-N-((R)-1-((S)-9-fluoro-1,2,4a,5-tetrahydro-4H-[1,4]oxazino[4',3':4,5][1,4]oxazino[2,3-b]quinoxalin-11-yl)ethyl)-2-(5-(trifluoromethyl)-1,2,4-oxadiazol-3-yl)pyridin-3-amine ClC1=CC=C(C(=N1)C1=NOC(=N1)C(F)(F)F)N[C@H](C)C=1C=2N=C3C(=NC2C=C(C1)F)OC[C@H]1N3CCOC1